chloro(triethylphosphine) gold [Au].ClCCP(CC)CC